FC(C(C(=O)OCCCCCCCCCCCCCCCCCCCCCCCCCC)(F)F)(F)F Hexacosyl pentafluoropropionate